FC=1C=C(C=C(C1C(C)C)F)C(NC(=O)C1N(CC(C1)F)S(=O)(=O)CC1=CN=NN1)C1=CC=CC=C1 N-{[3,5-difluoro-4-(propan-2-yl)phenyl](phenyl)methyl}-4-fluoro-1-[(1H-1,2,3-triazol-5-yl)methanesulfonyl]pyrrolidine-2-carboxamide